C(C)(=O)OC1(CN(C1)CC1=C(C=C(C=C1C)C1CN(C1)C1=CC(=CC=C1)F)C)C 1-(4-(1-(3-fluorophenyl) azetidin-3-yl)-2,6-dimethylbenzyl)-3-methylazetidin-3-yl acetate